4-amino-N-methyl-N-((4R)-7-(trifluoromethyl)-3,4-dihydro-2H-chromen-4-yl)-1,3-dihydrofuro[3,4-c][1,7]naphthyridine-8-carboxamide NC1=NC=2C=NC(=CC2C2=C1COC2)C(=O)N([C@@H]2CCOC1=CC(=CC=C21)C(F)(F)F)C